FC1=C(C=CC(=C1)F)C(CO)=C 2-(2',4'-difluorophenyl)-2-propenol